COC1=C(C=C(COC2CCC2)C=C1)[N+](=O)[O-] (1s,3s)-3-((4-methoxy-3-nitrobenzyl)oxy)cyclobutane